2,5-dimethoxyphenyl-thiourea COC1=C(C=C(C=C1)OC)NC(=S)N